trans-9-(4-(2-aminocyclopentyl)phenyl)-8-hydroxy-6-methylthio-thieno[2,3-c]quinolin-4(5H)-one N[C@H]1[C@@H](CCC1)C1=CC=C(C=C1)C=1C=2C3=C(C(NC2C(=CC1O)SC)=O)SC=C3